2-(3-chlorophenyl)-2,2-difluoro-1-(pyridin-3-yl)ethyl((S)-1-(((S)-1-hydroxy-3-((S)-2-oxopyrrolidin-3-yl)propan-2-yl)amino)-1-oxohexan-2-yl)carbamate ClC=1C=C(C=CC1)C(C(C=1C=NC=CC1)N(C([O-])=O)[C@H](C(=O)N[C@H](CO)C[C@H]1C(NCC1)=O)CCCC)(F)F